4-chloro-3-(5,7-difluoro-6-(2-methylpyrimidin-5-yl)-4-oxo-1,4-dihydroquinolin-2-yl)benzonitrile ClC1=C(C=C(C#N)C=C1)C=1NC2=CC(=C(C(=C2C(C1)=O)F)C=1C=NC(=NC1)C)F